3-Amino-1-[3-(trimethoxysilyl)propyl]-1,2,4-triazole NC1=NN(C=N1)CCC[Si](OC)(OC)OC